ClC=1C(=NC=CC1SC=1N=C2C(=NC1)N(C=C2)COCC[Si](C)(C)C)NC(OC(C)(C)C)=O tert-butyl (3-chloro-4-((5-((2-(trimethylsilyl)ethoxy)methyl)-5H-pyrrolo[2,3-b]pyrazin-2-yl)thio)pyridin-2-yl)carbamate